7-(7-fluoroimidazo[1,2-a]pyridin-3-yl)-4-(2-(1-Methylpiperidin-4-yl)thiazol-5-yl)-1-(bis(tert-butyloxycarbonyl)amino)isoquinoline FC1=CC=2N(C=C1)C(=CN2)C2=CC=C1C(=CN=C(C1=C2)N(C(=O)OC(C)(C)C)C(=O)OC(C)(C)C)C2=CN=C(S2)C2CCN(CC2)C